azazole N1N=CC=C1